C(C)(C)(C)[P@]1COC2=C1C(=CC=C2)C2=C(C=CC=C2OC)OC (R)-3-(tert-butyl)-4-(2,6-dimethoxyphenyl)-2,3-dihydrobenzo[d][1,3]oxaphosphole